FC=1C=C(C=CC1OC1=CC=NC2=CC(=C(C=C12)OC)NCCCN1CCOCC1)NC(=O)C1=C2C(=CN(C1=O)C1=CC=C(C=C1)F)CCO2 N-[3-fluoro-4-({6-methoxy-7-[(3-morpholinopropyl)amino]quinolin-4-yl}oxy)phenyl]-5-(4-fluorophenyl)-6-oxo-2,3,5,6-tetrahydrofuro[3,2-c]pyridine-7-carboxamide